ClC1=C(OC2=CC=CC3=C2NC(=NS3(=O)=O)NCC3=CC(=CC(=C3)OC)OC)C=CC=C1 5-(2-chlorophenoxy)-3-((3,5-dimethoxybenzyl)amino)-4H-benzo[e][1,2,4]thiadiazine 1,1-dioxide